[Ni].CC1=CC(=CC=C1)S(=O)(=O)O.CC1=CC=C(C=C1)S(=O)(=O)O.C1(=CC=CC=C1)O phenol (p-toluenesulfonate) (m-toluenesulfonate) nickel (0)